O=C1NC(CCC1C1=NN(C2=CC(=CC=C12)OCC(=O)O)C)=O 2-((3-(2,6-dioxopiperidin-3-yl)-1-methyl-1H-indazol-6-yl)oxy)acetic acid